(5-ethoxy-4-(((3R,6S)-6-(hydroxymethyl)tetrahydro-2H-pyran-3-yl)amino)-1H-pyrrolo[2,3-b]pyridin-3-yl)(2-fluoro-4-(2-fluorophenoxy)-6-methylphenyl)methanone C(C)OC=1C(=C2C(=NC1)NC=C2C(=O)C2=C(C=C(C=C2C)OC2=C(C=CC=C2)F)F)N[C@H]2CO[C@@H](CC2)CO